8-phenyloxy-tetracyclo[4.4.0.12,5.17,10]-3-dodecene C1(=CC=CC=C1)OC1C2C3C4C=CC(C3C(C1)C2)C4